tert-butyl-(S)-4-(7-(3-chlorophenyl)-5-(pyrrolidin-1-ylmethyl)-7H-pyrrolo[2,3-d]pyrimidin-4-yl)-3-methylpiperazine-1-carboxylate C(C)(C)(C)OC(=O)N1C[C@@H](N(CC1)C=1C2=C(N=CN1)N(C=C2CN2CCCC2)C2=CC(=CC=C2)Cl)C